4-(3-(Difluoromethoxy)phenyl)-N-(3-(2-(4-methylpiperazin-1-yl)propyl)-1,2,4-thiadiazol-5-yl)furan-2-carboxamide FC(OC=1C=C(C=CC1)C=1C=C(OC1)C(=O)NC1=NC(=NS1)CC(C)N1CCN(CC1)C)F